tert-butyl 6-[[5-[[1-(trifluoromethyl) cyclopropyl] methylamino] pyrazin-2-yl] methylene]-2-azaspiro[3.3]heptane-2-carboxylate FC(C1(CC1)CNC=1N=CC(=NC1)C=C1CC2(CN(C2)C(=O)OC(C)(C)C)C1)(F)F